C(C)(=O)C=1C=C(C=C2C(N(C(=NC12)N1CCC(CC1)(F)F)C)=O)C 8-acetyl-2-(4,4-difluoropiperidin-1-yl)-3,6-dimethylquinazolin-4(3H)-one